ClC1=CC=C(C=C1)C1CC(C1)NC(=O)C1=NC(=CC=C1OC)NC1=CC(=CC(=C1)F)F N-[3-(4-chlorophenyl)cyclobutyl]-6-(3,5-difluoroanilino)-3-methoxy-pyridine-2-carboxamide